(R)-1-(tert-Butoxy)-1-oxopropan-2-yl N-acetyl-S-(bis(4-methoxyphenyl)(phenyl)methyl)-L-cysteinate C(C)(=O)N[C@@H](CSC(C1=CC=CC=C1)(C1=CC=C(C=C1)OC)C1=CC=C(C=C1)OC)C(=O)O[C@@H](C(=O)OC(C)(C)C)C